N-n-tridecanoyl-glycine C(CCCCCCCCCCCC)(=O)NCC(=O)O